4-bromo-2-fluoro-5-((2-(trimethylsilyl)ethoxy)methyl)-5,6,7,8,9,10-hexahydrocyclohepta[b]indole BrC=1C=C(C=C2C3=C(N(C12)COCC[Si](C)(C)C)CCCCC3)F